ClC1=CC=C(CCC2=NOC(=N2)CN2N=CC(=C(C2=O)C)C)C=C1 2-((3-(4-chlorophenethyl)-1,2,4-oxadiazol-5-yl)methyl)-4,5-dimethylpyridazin-3(2H)-one